ClC=1C(=CC2=C(N(C(O2)=O)C[C@H](C(=O)O)C)C1)OC(C)C1=NC=C(C=C1)C (R)-3-(5-chloro-6-(1-(5-methylpyridin-2-yl)ethoxy)-2-oxobenzo[d]oxazol-3(2H)-yl)-2-methylpropanoic acid